N-({1-[4-(Propan-2-yloxy)piperidine-1-carbonyl]cyclobutyl}methyl)-4H,5H,6H,7H,8H,9H-cycloocta[b]thiophene-2-carboxamide CC(C)OC1CCN(CC1)C(=O)C1(CCC1)CNC(=O)C1=CC2=C(S1)CCCCCC2